3-adamantanylurea C12(CC3CC(CC(C1)C3)C2)NC(N)=O